ClC1=NC=C(C(=N1)C=1C=C2CCN(C(C2=CC1)=O)C(C)C)F 6-(2-chloro-5-fluoropyrimidin-4-yl)-2-isopropyl-3,4-dihydro-2H-isoquinolin-1-one